C(C1=CC=CC=C1)(=O)[O-].[Zn+2].C(C1=CC=CC=C1)(=O)[O-] zinc(II) benzoate